5-([(2R,3s)-2-((R)-1-[3,5-bis(trifluoromethyl)phenyl]ethoxy)-3-(4-fluorophenyl)morpholino]methyl)-1H-1,2,4-triazol-3(2H)-one FC(C=1C=C(C=C(C1)C(F)(F)F)[C@@H](C)O[C@H]1OCCN([C@H]1C1=CC=C(C=C1)F)CC1=NC(NN1)=O)(F)F